FC(C1=NN=C(O1)C=1C=CC(=NC1)COC=1C=C(C(=O)NC)C=CC1)F 3-((5-(5-(difluoromethyl)-1,3,4-oxadiazol-2-yl)pyridin-2-yl)methoxy)-N-methylbenzamide